BrC1=C(C=C(C=C1)NC(C1=CC(=CC=C1)S(NC=1C=C(C=CC1)C)(=O)=O)=O)C N-(4-bromo-3-methylphenyl)-3-(N-(m-tolyl)sulfamoyl)benzamide